3-(2,3-difluorophenoxy)azetidine FC1=C(OC2CNC2)C=CC=C1F